C(#N)C1=C(C=C(C=C1F)B(O)O)F (4-cyano-3,5-difluorophenyl)boronic acid